tert-butyl 4-[2-(2,6-dioxopiperidin-3-yl)-3-hydroxy-3-methyl-1-oxo-2,3-dihydro-1H-isoindol-5-yl]piperazine-1-carboxylate O=C1NC(CCC1N1C(C2=CC=C(C=C2C1(C)O)N1CCN(CC1)C(=O)OC(C)(C)C)=O)=O